ClC1=CC(=NC(=C1)C)N 4-chloro-6-methylpyridin-2-amine